4-bromoisoquinolin-3(2H)-one BrC=1C(NC=C2C=CC=CC12)=O